3-(1-methanesulfonylazetidin-3-yl)-1-(2-{[4-(4-methylpiperazin-1-yl)phenyl]amino}-5-[2-(triisopropylsilyl)ethynyl]pyrido[2,3-d]pyrimidin-7-yl)urea CS(=O)(=O)N1CC(C1)NC(NC=1C=C(C2=C(N=C(N=C2)NC2=CC=C(C=C2)N2CCN(CC2)C)N1)C#C[Si](C(C)C)(C(C)C)C(C)C)=O